5-((3-(((tert-Butyldimethylsilyl)oxy)methyl)-2-nitrophenyl)amino)-1,3-dihydro-2H-pyrrolo[2,3-b]pyridin-2-one [Si](C)(C)(C(C)(C)C)OCC=1C(=C(C=CC1)NC=1C=C2C(=NC1)NC(C2)=O)[N+](=O)[O-]